C(C)(C)(C)OC(NC[C@@]1([C@@H](CNCC1)O)C)=O |r| Racemic-cis-((3-hydroxy-4-methylpiperidin-4-yl)methyl)carbamic acid tert-butyl ester